(3-(3',6'-Dimethyl-[1,1':2',1''-terphenyl]-4'-carboxamido)propyl)triphenylphosphonium bromide [Br-].CC1=C(C(=C(C=C1C(=O)NCCC[P+](C1=CC=CC=C1)(C1=CC=CC=C1)C1=CC=CC=C1)C)C1=CC=CC=C1)C1=CC=CC=C1